CC(C#CC)(CCC)O dimethyl-1-hexyn-3-ol